tert-butyl 1-(bicyclo[1.1.1]pentan-1-yl)hydrazine-1-carboxylate C12(CC(C1)C2)N(N)C(=O)OC(C)(C)C